C1(CC1)N(C1CCC(CC1)=O)C1CC1 4-(dicyclopropylamino)cyclohexanone